(1H-pyrazolo[3,4-b]pyridin-5-yl)(thiomorpholino)methanone N1N=CC=2C1=NC=C(C2)C(=O)N2CCSCC2